naphthol OC1C=CC=C2C=CC=CC=12